4-((2S,5R)-4-acryloyl-2,5-dimethylpiperazin-1-yl)-1-(4-fluoro-2-isopropylpyridin-3-yl)-7-(2-fluoro-6-hydroxyphenyl)-5,6,7,8-tetrahydropyrido[3,4-d]pyrimidin-2(1H)-one C(C=C)(=O)N1C[C@@H](N(C[C@H]1C)C=1C2=C(N(C(N1)=O)C=1C(=NC=CC1F)C(C)C)CN(CC2)C2=C(C=CC=C2O)F)C